FC=1C=C(C(=O)O)C=C(C1O)C1=CC2=C(NC(=N2)C)C=C1 3-fluoro-4-hydroxy-5-(2-methyl-1H-benzimidazol-5-yl)benzoic acid